ClC=1C=C(C(N(C1)[C@@H](CNS(=O)(=O)C)CO[C@@H]1CC[C@@H](CC1)C1=CC(=CC=C1)F)=O)C |o1:7| (S or R)-N-[2-(5-chloro-3-methyl-2-oxo-1,2-dihydropyridin-1-yl)-3-{[(CIS)-4-(3-fluorophenyl)cyclohexyl]oxy}propyl]methane-sulfonamide